2,6-dichloro-3,5-dihydroxybenzoic acid ClC1=C(C(=O)O)C(=C(C=C1O)O)Cl